CNC1=CC=CC(=N1)S(=O)(=O)NC(=O)C=1C(=NC=CC1)N1C(CC(C1)C)(C)C N-[[6-(Methylamino)-2-pyridyl]sulfonyl]-2-(2,2,4-trimethylpyrrolidin-1-yl)pyridin-3-carboxamid